OC=1C=C(CC(NCC(C(=O)N)=C)C)C=CC1O 3,4-dihydroxyamphetaminemethacrylamide